C[C@@H]1OC=2C=C(C=C(C2[C@H]2[C@H]1CCC(=C2)C)O)CCCCC (6S,6Ar,10aR)-6,9-dimethyl-3-pentyl-6a,7,8,10a-tetrahydro-6H-benzo[c]chromen-1-ol